2-(4-(6-(4-chloro-2-fluorobenzyloxy)pyridin-2-yl)-2-fluorobenzyl)-1-((tetrahydrofuran-2-yl)methyl)-1H-benzo[d]imidazole-6-carboxylic acid ClC1=CC(=C(COC2=CC=CC(=N2)C2=CC(=C(CC3=NC4=C(N3CC3OCCC3)C=C(C=C4)C(=O)O)C=C2)F)C=C1)F